FC1=C(C(=CC=C1)C)N1N=C2C(=CC1=O)NN=C2C2=CC=C(C=C2)N2CC1CCC(C2)N1C 5-(2-fluoro-6-methylphenyl)-3-(4-(8-methyl-3,8-diazabicyclo[3.2.1]octan-3-yl)phenyl)-1H-pyrazolo[4,3-c]pyridazin-6(5H)-one